7-amino-2-(2-fluoroethyl)isoindolin-1-one NC=1C=CC=C2CN(C(C12)=O)CCF